tert-butyl 4-[3-[6-(2-cyano-3,6-difluoro-phenoxy)-4-oxo-quinazolin-3-yl]butyl]piperidine-1-carboxylate C(#N)C1=C(OC=2C=C3C(N(C=NC3=CC2)C(CCC2CCN(CC2)C(=O)OC(C)(C)C)C)=O)C(=CC=C1F)F